BrC=1C(=NC(=C(N1)C)C)C(=O)C12CC(C1)(C2)C(F)(F)F (3-bromo-5,6-dimethyl-pyrazin-2-yl)-[3-(trifluoromethyl)-1-bicyclo[1.1.1]pentanyl]methanone